amino-1,3-dimethyl-1H-benzo[d]imidazol-2(3H)-one NC1=CC=CC=2N(C(N(C21)C)=O)C